C(#N)C1=CC(=C(COC2=CC=CC(=N2)C2CCN(CC2)CC2=NC3=C(N2CC2=CN=NN2CC)C=C(C=C3)C(=O)O)C=C1)F 2-[(4-{6-[(4-cyano-2-fluorobenzyl)oxy]pyridin-2-yl}piperidin-1-yl)methyl]-1-[(1-ethyl-1H-1,2,3-triazol-5-yl)methyl]-1H-benzimidazole-6-carboxylic acid